C(C)C1(NC(CC(C1)OCCCOC1OCCCC1)(CC)CC)CC 2,2,6,6-tetraethyl-4-(3-((tetrahydro-2H-pyran-2-yl)oxy)propoxy)piperidine